F[C@@H]\1[C@@]2(C[C@@H]([C@](C/C1=C\C1=CN=C(N=N1)C1=C(C=C(C=C1)N1C=NC=C1)O)(N2)C)F)C 2-(6-((E)-((1S,2S,5S,6S)-2,6-difluoro-1,5-dimethyl-8-azabicyclo[3.2.1]octan-3-ylidene)methyl)-1,2,4-triazin-3-yl)-5-(1H-imidazol-1-yl)phenol